7-methyl-N4-(5-cyclopropyl-1H-pyrazol-3-yl)-N2-(2,4-difluorophenyl)quinazoline-2,4-diamine CC1=CC=C2C(=NC(=NC2=C1)NC1=C(C=C(C=C1)F)F)NC1=NNC(=C1)C1CC1